N1=CN=CC(=C1)C1=CC=C(O[C@H]2[C@H](COC2)NS(=O)(=O)C(C)C)C=C1 N-[(3S,4S)-4-(4-pyrimidin-5-ylphenoxy)tetrahydro-furan-3-yl]propane-2-sulfonamide